NC1=C(C(=NN1C)C1CC(CC1)C1=C(C=CC=C1)Cl)C(=O)NC1=CC(=C(C=C1)F)Cl 5-Amino-N-(3-chloro-4-fluorophenyl)-3-(3-(2-chlorophenyl)cyclopentyl)-1-methyl-1H-pyrazole-4-carboxamide